C1(CCCC1)C(=O)N[C@H](C(=O)N1[C@@H]([C@H]2C([C@H]2C1)(C)C)C(=O)O)C(C)(C)C (1R,2S,5S)-3-((S)-2-(cyclopentanecarboxamido)-3,3-dimethylbutanoyl)-6,6-dimethyl-3-azabicyclo[3.1.0]hexane-2-carboxylic acid